C(C)(=O)[O-].[Na+].[AsH](O)(O)=O arsonic acid sodium acetate salt